BrCCCCC bromon-pentane